ClC1=CC(=C(C=N1)C#CC=1C(=CC(=NC1)C(=O)OC)C)/C(/C)=N/O methyl (E)-5-((6-chloro-4-(1-(hydroxyimino)ethyl)pyridin-3-yl)ethynyl)-4-methylpicolinate